C(C1=CC=CC=C1)OC1=C(C=CC(=C1F)F)C1=CC(=CC=C1F)C[C@]1(C[C@H](CC1)NS(=O)(=O)C)C(=O)N (1R,3S)-1-{[2'-(benzyloxy)-3',4',6-trifluoro-[1,1'-biphenyl]-3-yl]methyl}-3-methanesulfonamidocyclopentane-1-carboxamide